(R)-N-(5-(tert-butyl)-1-(1-(2-fluoroethyl)pyrrolidin-3-yl)-1H-pyrazol-3-yl)-7-methoxy-1-methyl-6-(pyrazolo[1,5-a]pyrazin-3-yloxy)-1H-imidazo[4,5-b]pyridin-2-amine C(C)(C)(C)C1=CC(=NN1[C@H]1CN(CC1)CCF)NC=1N(C=2C(=NC=C(C2OC)OC=2C=NN3C2C=NC=C3)N1)C